2-AMINO-5-CYCLOPROPOXYISONICOTINALDEHYDE NC=1C=C(C=O)C(=CN1)OC1CC1